C(C)(C)(C)[S@@](=O)NC1C2=C(C=NC=C2)CC12CCN(CC2)C(=O)OC(C)(C)C tert-butyl 5-(((R)-tert-butylsulfinyl) amino)-5,7-dihydrospiro[cyclopenta[c]pyridine-6,4'-piperidine]-1'-carboxylate